4-((5-(3-(2,2-difluoroethyl)-2-methyl-3H-imidazo[4,5-b]pyridin-5-yl)pyrrolo[2,1-f][1,2,4]triazin-2-yl)amino)cyclohexane-1-carboxylic acid ethyl ester C(C)OC(=O)C1CCC(CC1)NC1=NN2C(C=N1)=C(C=C2)C2=CC=C1C(=N2)N(C(=N1)C)CC(F)F